NC=1N=CN(C(C1C(NC=1C=NC=C(C1)CN(CC)C(=O)OC(C)(C)C)=O)=O)C1=C(C=C(C=C1Cl)B(O)O)Cl (4-(4-amino-5-((5-(((tert-butoxycarbonyl)(ethyl)amino)methyl)pyridin-3-yl)carbamoyl)-6-oxopyrimidin-1(6H)-yl)-3,5-dichlorophenyl)boronic acid